C(N)(OC1=CC=C(C=C1)CC1=C(C(=C(C=C1)OC(N)=O)CCCCOC=C)CCCCOC=C)=O bis[4-(vinyloxy) butyl](methylenebis-4,1-phenylene) biscarbamate